ClC=1C=C(C(=O)NC2=C(C=C(C(=C2)C=2C=NC(=NC2)N2CCOCC2)F)N2C[C@H](N([C@H](C2)C)C)C)C=C(C1)C(F)(F)F |r| 3-chloro-N-[4-fluoro-5-(2-morpholin-4-ylpyrimidin-5-yl)-2-[rac-(3R,5S)-3,4,5-trimethylpiperazin-1-yl]phenyl]-5-(trifluoromethyl)benzamide